C1(CCC1)N[C@@H]1C[C@@H](N(CC1)CC1=C2C=CNC2=C(C=C1OC)C)C1=CC=C(C(=O)O)C=C1 4-((2R,4S)-4-(cyclobutylamino)-1-((5-methoxy-7-methyl-1H-indol-4-yl)methyl)piperidin-2-yl)benzoic acid